C(C)(C)(C)C1N(C[C@@H]2[C@@H]1C(N(C2=O)C(=O)O[C@@H]2CN([C@H](C2)COC2=CC=C(C=C2)[N+](=O)[O-])C)CC#N)CC2=CC=CC=C2 (3s,5r)-1-methyl-5-[(4-nitrophenoxy)methyl]pyrrolidin-3-ol tert-butyl-(3aS,6aR)-2-benzyl-6-(cyanomethyl)-4-oxo-3,3a,6,6a-tetrahydro-1H-pyrrolo[3,4-c]pyrrole-5-carboxylate